5-(benzyloxy)-8-methyl-2-(3-methyl-1-benzothien-2-yl)quinoline-4-carboxylic acid C(C1=CC=CC=C1)OC1=C2C(=CC(=NC2=C(C=C1)C)C=1SC2=C(C1C)C=CC=C2)C(=O)O